C(C)OC(C1(CC=C(C=C1)C)C)=O p-dimethylbenzoic acid ethyl ester